5-acetyl-2-cyclopropyl-4-(7-(methoxycarbonyl)benzo[b]thiophen-3-yl)-6-methyl-1,4-dihydropyridine-3-carboxylic acid benzyl ester C(C1=CC=CC=C1)OC(=O)C1=C(NC(=C(C1C=1C2=C(SC1)C(=CC=C2)C(=O)OC)C(C)=O)C)C2CC2